methoxy-N-methyltetrahydrofuran-3-carboxamide COC1OCCC1C(=O)NC